NCCCC(=O)NCCNC(C1=C(C=C(C=C1)NC=1C=2N(C=CN1)C(=CN2)C2=C(C(=C(C=C2)OC)F)F)CC)=O N-[2-(4-aminobutanoylamino)ethyl]-4-[[3-(2,3-difluoro-4-methoxyphenyl)imidazo[1,2-a]pyrazin-8-yl]amino]-2-ethylbenzamide